C(#N)N1C[C@@H](CC1)NC(=O)C1=CC=C(C=N1)C1=NC=CC=C1 (R)-N-(1-cyanopyrrolidin-3-yl)-[2,3'-bipyridine]-6'-carboxamide